methyl (R)-2-(4-methylisochroman-5-yl)acetate C[C@H]1COCC2=CC=CC(=C12)CC(=O)OC